C(CCC)C1=CC=C(C=C1)C1=CC=CC=C1 4-Butylbiphenyl